3-[4-(1,3-benzothiazol-2-ylmethyl)piperazin-1-yl]-N-isopropyl-4-(2H-tetrazol-5-yl)aniline S1C(=NC2=C1C=CC=C2)CN2CCN(CC2)C=2C=C(NC(C)C)C=CC2C=2N=NNN2